C=1N=CN2C1C1=CC=CC=C1[C@H]2[C@H]2[C@H](C(OC2)(C)C)O (3R,4R)-4-((R)-5H-imidazo[5,1-a]isoindol-5-yl)-2,2-dimethyltetrahydrofuran-3-ol